2-cyclohexyl-2-(3,3-difluoropropyl)-1-ethoxy-3-methoxypropane C1(CCCCC1)C(COCC)(COC)CCC(F)F